COC1=CC=C2C=3C=CN=C(C3N(C2=C1)CCCCN)C 4-(7-Methoxy-1-methyl-β-carbolin-9-yl)butylamine